C(C)(=O)OC1CC(C1)OC(C)=O cyclobutane-1,3-diol diacetate